[2-[3-(2-chloro-4-fluoro-benzoyl)-3,8-diazabicyclo[3.2.1]octan-8-yl]-4-[(4-phenyl-1-piperidyl)sulfonyl]phenyl] trifluoromethanesulfonate FC(S(=O)(=O)OC1=C(C=C(C=C1)S(=O)(=O)N1CCC(CC1)C1=CC=CC=C1)N1C2CN(CC1CC2)C(C2=C(C=C(C=C2)F)Cl)=O)(F)F